CC(C)NC1=NC=NC=C1 N-(propan-2-yl)pyrimidin-4-amine